2-[4-(dihydroxyphosphoryl)-2-oxabutyl]Ethyl acrylate C(C=C)(=O)OCCCOCCP(=O)(O)O